ClC1=C(C=CC=C1)C1=CC=NC2=CC(=CC=C12)O[C@@H](C(=O)N1CCC(CC1)CCC(=O)O)C 3-[1-[(2R)-2-[[4-(2-chlorophenyl)-7-quinolyl]oxy]propanoyl]-4-piperidyl]propanoic acid